ClC1=CC(=C(COC2=C(C(=NC=C2)C2CCNCC2)F)C=C1)F ((4-chloro-2-fluorobenzyl)oxy)-3-fluoro-2-(piperidin-4-yl)pyridine